8-amino-N-(cyclopropylmethyl)-5-(4-(1-(2-(4-methylpiperazin-1-yl)-2-oxoethyl)-1H-pyrazol-4-yl)phenyl)-1,7-naphthyridine-3-carboxamide NC=1N=CC(=C2C=C(C=NC12)C(=O)NCC1CC1)C1=CC=C(C=C1)C=1C=NN(C1)CC(=O)N1CCN(CC1)C